(1,1,2,3,3-pentafluoroprop-2-en-1-yl)phosphonic acid FC(C(=C(F)F)F)(F)P(O)(O)=O